ClC=1C=C(C(=O)NCC2=C3C=NNC3=CC=C2C2CC2)C=C(C1F)Cl 3,5-dichloro-N-((5-cyclopropyl-1H-indazol-4-yl)methyl)-4-fluorobenzamide